C(=O)OC[C@@H](OC=O)COP(=O)(O)OCC[N+](C)(C)C 1,2-diformyl-sn-glycero-3-phosphorylcholine